C(CC)[Si](C=C)(C=C)CCC di(n-propyl)divinyl-silane